FC1(C(CN(C1)C)NC(=O)C=1N(N=C2C=CC(=CC12)OCC1=CC=NN1C)C)F N-(4,4-difluoro-1-methylpyrrolidin-3-yl)-2-methyl-5-[(1-methyl-1H-pyrazol-5-yl)methoxy]-2H-indazole-3-carboxamide